2-(Difluoromethyl)-6-(trifluoromethyl)pyrrolo[2,3-b]pyridin-1-yl-7-methyl-indolin-2-one FC(C1=CC=2C(=NC(=CC2)C(F)(F)F)N1N1C(CC2=CC=CC(=C12)C)=O)F